4-(6-chloro-8-fluoro-4-((S)-2-methylpiperazin-1-yl)-2-(((S)-1-methylpyrrolidin-2-yl)methoxy)quinazolin-7-yl)benzo[d]thiazol-2-amine ClC=1C=C2C(=NC(=NC2=C(C1C1=CC=CC2=C1N=C(S2)N)F)OC[C@H]2N(CCC2)C)N2[C@H](CNCC2)C